(S)-1-(3-(4-Amino-1-isopropyl-7-(1H-pyrazol-3-yl)-1H-imidazo[4,5-c]quinolin-2-yl)piperidin-1-yl)propan-1-one NC1=NC=2C=C(C=CC2C2=C1N=C(N2C(C)C)[C@@H]2CN(CCC2)C(CC)=O)C2=NNC=C2